C(#N)C=1C=NN(C1)C1=C(C=C(C=C1)NC(CC1=CC=C(C=C1)C(F)F)=O)S(N)(=O)=O N-[4-(4-cyano-1H-pyrazol-1-yl)-3-sulfamoylphenyl]-2-[4-(difluoromethyl)phenyl]acetamide